C(C)C1=C(C=CC(=C1)C1=NN(C=N1)C1=CC=C(C=C1)OC(F)(F)F)NC(=O)\N=C\1/SCC(N1C1=C(C=CC(=C1)C)C(C)OC)=O (Z)-1-(2-Ethyl-4-(1-(4-(trifluoromethoxy)phenyl)-1H-1,2,4-triazol-3-yl)phenyl)-3-(3-(2-(1-methoxyethyl)-5-methylphenyl)-4-oxothiazolidin-2-ylidene)urea